C1(=CC(=CC=C1)C=O)C m-Tolualdehyd